C(C)(C)(C)OC(=O)N1C(CCC(=CC1)C1=C(C(=CC=2CCOC21)NC2=NC(=CC(=N2)C)NC)F)C(F)F (difluoromethyl)-5-[6-fluoro-5-[[4-methyl-6-(methylamino)pyrimidin-2-yl]amino]-2,3-dihydrobenzofuran-7-yl]-2,3,4,7-tetrahydroazepine-1-carboxylic acid tert-butyl ester